(E)-3-(3-Chloro-4-hydroxyphenyl)-1-(4-methylsulfanylphenyl)prop-2-en-1-one ClC=1C=C(C=CC1O)/C=C/C(=O)C1=CC=C(C=C1)SC